(2S)-1-{[(3S,4R)-3-fluoro-1-[4-({8-[(2R,3S)-3-(methanesulfonylmeth-yl)-2-methylazetidin-1-yl]-5-(propan-2-yl)isoquinolin-3-yl}amino)pyrimidin-2-yl]piperidin-4-yl]oxy}propan-2-ol F[C@H]1CN(CC[C@H]1OC[C@H](C)O)C1=NC=CC(=N1)NC=1N=CC2=C(C=CC(=C2C1)C(C)C)N1[C@@H]([C@H](C1)CS(=O)(=O)C)C